(R)-1-(3-(1-((7-bromo-6-(2-methoxyethoxy)-2-methylquinazolin-4-yl)amino)Ethyl)-2-fluorophenyl)-1,1-difluoro-2-methylpropan-2-ol sodium [Na].BrC1=C(C=C2C(=NC(=NC2=C1)C)N[C@H](C)C=1C(=C(C=CC1)C(C(C)(O)C)(F)F)F)OCCOC